ethyl 2-((6-(3,5-bis(trifluoromethyl)phenyl)pyridin-3-yl)thio)acetate FC(C=1C=C(C=C(C1)C(F)(F)F)C1=CC=C(C=N1)SCC(=O)OCC)(F)F